C12(CC=C(C3=CC=CC=C13)O)N=C1N(C=CC=C1)C2 3H-spiro[imidazo[1,2-a]pyridine-2,1'-naphthalen]-4'-ol